F[C@H]1[C@]2(C=C[C@@H](C[C@@H]1N(C=1N=NC(=CN1)C=1C=C3C=CN=CC3=CC1O)C)N2)C 6-(3-(((1R,2R,3S,5R)-2-fluoro-1-methyl-8-azabicyclo[3.2.1]oct-6-en-3-yl)(methyl)amino)-1,2,4-triazin-6-yl)isoquinolin-7-ol